BrC(C)C1=CC=CC=C1 1-bromoethylbenzene